C(C)OCC1(CN(CC1)C(C)C1=CN=C(S1)C)CCC1=CC=CC=C1 5-(1-(3-(ethoxymethyl)-3-phenethylpyrrolidin-1-yl)ethyl)-2-methylthiazole